C1(=CC=CC=C1)OC(=O)C=1C=CC=2N(C1)C=CN2 imidazo[1,2-a]Pyridine-6-carboxylic acid phenyl ester